BrC=1C=CC(=NC1)OC=1C=NN(C1C)C1CC1 5-bromo-2-(1-cyclopropyl-5-methyl-pyrazol-4-yl)oxy-pyridine